N-(2-(2-(4-(2-(5,6-Dihydroimidazo[1,5-a]pyrazin-7(8H)-yl)ethyl)phenyl)-2H-tetrazol-5-yl)-4,5-dimethoxyphenyl)-4-oxo-4H-chromene-2-carboxamide C=1N=CN2C1CN(CC2)CCC2=CC=C(C=C2)N2N=C(N=N2)C2=C(C=C(C(=C2)OC)OC)NC(=O)C=2OC1=CC=CC=C1C(C2)=O